5-(4-(1-((1-(4-(2,6-dioxopiperidin-3-yl)phenyl)piperidin-4-yl)methyl)piperidin-4-yl)butyl)-2-((S)-1-(3-ethoxy-4-methoxyphenyl)-2-(methylsulfonyl)ethyl)isoindoline-1,3-dione O=C1NC(CCC1C1=CC=C(C=C1)N1CCC(CC1)CN1CCC(CC1)CCCCC=1C=C2C(N(C(C2=CC1)=O)[C@H](CS(=O)(=O)C)C1=CC(=C(C=C1)OC)OCC)=O)=O